NC1CCC(CC1)CC1CCC(CC1)N bis-(p-aminocyclohexyl)methane